3-(methylsulfonyl)propanoic acid CS(=O)(=O)CCC(=O)O